4-(2-(2-((6-fluoropyridin-3-yl)methyl)pyrrolidin-1-yl)-6-((4-methoxybenzyl)oxy)pyridin-4-yl)morpholine FC1=CC=C(C=N1)CC1N(CCC1)C1=NC(=CC(=C1)N1CCOCC1)OCC1=CC=C(C=C1)OC